2,6-dipentanoyl-1,2,3,5,6,7-hexahydro-s-indacene-1,3,5,7-tetrone C(CCCC)(=O)C1C(C2=CC=3C(C(C(C3C=C2C1=O)=O)C(CCCC)=O)=O)=O